6-{7-[3-(3,3-difluoropyrrolidin-1-yl)propoxy]imidazo[1,2-a]pyridin-3-yl}-N-{[4-(1-methyl-1H-pyrazol-4-yl)phenyl]methyl}pyrimidin-4-amine FC1(CN(CC1)CCCOC1=CC=2N(C=C1)C(=CN2)C2=CC(=NC=N2)NCC2=CC=C(C=C2)C=2C=NN(C2)C)F